hydroxyl-phenylacetamide OC(C(=O)N)C1=CC=CC=C1